6-((1R,5S)-3-azabicyclo[3.1.0]hex-3-yl)-N-(3-(N-(tert-butyl)sulfamoyl)phenyl)-2-(6-azaspiro[2.5]oct-6-yl)nicotinamide [C@@H]12CN(C[C@H]2C1)C1=NC(=C(C(=O)NC2=CC(=CC=C2)S(NC(C)(C)C)(=O)=O)C=C1)N1CCC2(CC2)CC1